BrC1=C(C(=O)NC2=CC=NC=C2)C=C(C=C1)N1C=NN=C1 2-bromo-N-(pyridin-4-yl)-5-(4H-1,2,4-triazol-4-yl)benzamide